ClC1=NC(=NC(=N1)Cl)NC1CC(NC(C1)(C)C)(C)C 4,6-dichloro-N-(2,2,6,6-tetramethylpiperidin-4-yl)-1,3,5-triazine-2-amine